5-(2,5-difluorophenyl)-3,4-dihydro-2H-pyrrole FC1=C(C=C(C=C1)F)C=1CCCN1